1-((2',6-bis(difluoromethyl)-[2,4'-bipyridin]-5-yl)oxy)-2,4-dimethylpentan-2-amine FC(C1=NC=CC(=C1)C1=NC(=C(C=C1)OCC(CC(C)C)(N)C)C(F)F)F